(5R)-5-(imidazole-1-carbonyl)-4-azaspiro[2.4]heptane-4-carboxylic acid tert-butyl ester C(C)(C)(C)OC(=O)N1C2(CC2)CC[C@@H]1C(=O)N1C=NC=C1